C(C)(C)(C)OC(=O)N1CCC(=CC1)C=1C=CC(=NC1F)C(=O)OC Methyl 5-(1-(tert-butoxycarbonyl)-1,2,3,6-tetrahydropyridin-4-yl)-6-fluoropyridine-2-carboxylate